(1S*,2R*,3R*,7S*,8R*)-4-benzyl-1-benzylaminocarbonyl-2-isobutyl-4,10-diazatricyclo[5.3.1.03,8]undeca-9-ene C(C1=CC=CC=C1)N1[C@@H]2[C@H]([C@]3(N=C[C@@H]2[C@@H](CC1)C3)C(=O)NCC3=CC=CC=C3)CC(C)C |o1:8,9,10,13,14|